2-(3,4-dimethoxyphenyl)-3-ethyl-N-(3-hydroxy-2,2-dimethylpropyl)-1H-indole-5-carboxamide COC=1C=C(C=CC1OC)C=1NC2=CC=C(C=C2C1CC)C(=O)NCC(CO)(C)C